ClC=1C(=NC=C(C1)F)CN(CCCC[C@H](C(=O)NO)C[C@@H](OC)C1=CC=C(C=C1)F)CCO (S)-6-(((3-chloro-5-fluoropyridin-2-yl)methyl)(2-hydroxyethyl)amino)-2-((R)-2-(4-fluorophenyl)-2-methoxyethyl)-N-hydroxyhexanamide